NC1=CC(=C2C(=N1)C(C=1C(=CC=CC1O2)Cl)=O)C=2C=C1CNCC1=CC2 2-amino-9-chloro-4-(isoindolin-5-yl)-10H-chromeno[3,2-b]pyridin-10-one